FC(C(=O)O)(F)F.CC=1N=C(C=2N(C1)N=C(N2)NC(=O)C2=C(C=C(C1=CN(N=C21)C)N2CCC(CC2)NCC)F)C N-(6,8-dimethyl-[1,2,4]triazolo[1,5-a]pyrazin-2-yl)-4-(4-(ethylamino)piperidin-1-yl)-6-fluoro-2-methyl-2H-indazole-7-carboxamide 2,2,2-trifluoroacetate